CS(=O)(=O)OC[C@H](C)OCCOCCN1N=CC(=C1)C1=NN(C2=CC=C(C=C12)O[Si](C)(C)C(C)(C)C)C1OCCCC1 [(2S)-2-[2-[2-[4-[5-[tert-butyl(dimethyl)silyl]oxy-1-tetrahydropyran-2-yl-indazol-3-yl]pyrazol-1-yl]ethoxy]ethoxy]propyl] methanesulfonate